COC=1C(=CC2=CN(N=C2C1)[C@@H]1[C@H](CC2(OCCO2)CC1)C)C(=O)O 6-methoxy-2-((7S,8S)-7-methyl-1,4-dioxaspiro[4.5]decan-8-yl)-2H-indazole-5-carboxylic acid